(4-((4-(pyridin-2-yl)thiazol-2-yl)carbamoyl)benzoyl)glycine N1=C(C=CC=C1)C=1N=C(SC1)NC(=O)C1=CC=C(C(=O)NCC(=O)O)C=C1